FC=1C=C2C(=C(NC2=C(C1)F)C1=CC=C(C=C1)F)C(C)O [5,7-difluoro-2-(4-fluorophenyl)-1H-indol-3-yl]ethanol